C(#N)C=1C=C(C=CC1)C=1N=C(SC1C1=CC(=NC(=C1)C)C)NC(=O)N1CCC2(CNCCO2)CC1 N-[4-(3-cyanophenyl)-5-(2,6-dimethyl-4-pyridinyl)thiazol-2-yl]-1-oxa-4,9-diazaspiro[5.5]undecane-9-carboxamide